C1(CC1)[C@H](C)N1C(C2=C(C=C(C=C2[C@@H]1C)C1=C(N=C(S1)NC(C)=O)C)P(=O)(C)C)=O N-(5-((S)-2-((S)-1-cyclopropylethyl)-7-(dimethylphosphoryl)-3-methyl-1-oxoisoindolin-5-yl)-4-methylthiazol-2-yl)acetamide